CN1CCN(CC1)S(=O)(=O)C(C)C1=CC=2NC3=CC=C(C=C3OC2C=C1)C(F)(F)F 2-(1-((4-methylpiperazin-1-yl)sulfonyl)ethyl)-7-(trifluoromethyl)-10H-phenoxazine